(S)-methyl 2-(chloromethyl)-3-(oxetan-2-ylmethyl)-3H-thieno[2,3-d]imidazole-5-carboxylate ClCC1=NC2=C(N1C[C@H]1OCC1)SC(=C2)C(=O)OC